5-N-[4-[(6,7-Dimethoxy-1,5-naphthyridin-4-yl)oxy]-3-fluorophenyl]-3-(4-fluorophenyl)-2-N,1-dimethyl-4-oxopyridine-2,5-dicarboxamide COC=1N=C2C(=CC=NC2=CC1OC)OC1=C(C=C(C=C1)NC(=O)C=1C(C(=C(N(C1)C)C(=O)NC)C1=CC=C(C=C1)F)=O)F